O=C1NC(CCC1N1C(N(C2=C1C=CC=C2CN2C[C@H](OCC2)CN(C([O-])=O)C)C)=O)=O N-[[(2S)-4-[[1-(2,6-dioxo-3-piperidyl)-3-methyl-2-oxo-benzimidazol-4-yl]methyl]morpholin-2-yl]methyl]-N-methyl-carbamate